FC(F)(F)N1C(CCC1)=O trifluoromethylpyrrolidin-2-on